CN(CCN(C=1C(=CC(=C(C1)OC)NC1=NC=NC(=N1)C1=C(N(C2=CC=CC=C12)C)C1CCOCC1)N)C)C N1-(2-(dimethylamino)ethyl)-5-methoxy-N1-methyl-N4-(4-(1-methyl-2-(tetrahydro-2H-pyran-4-yl)-1H-indol-3-yl)-1,3,5-triazin-2-yl)benzene-1,2,4-triamine